(R)-2-pyrrolidin-1-ylmethyl-pyrrolidine-1-carboxylic acid (4-{5-amino-6-[1-(2-chloro-3,6-difluoro-phenyl)-ethoxy]-pyrazin-2-yl}-phenyl)-amide NC=1N=CC(=NC1OC(C)C1=C(C(=CC=C1F)F)Cl)C1=CC=C(C=C1)NC(=O)N1[C@H](CCC1)CN1CCCC1